N-(3-Chloro-1H-indol-7-yl)-1-(cyanomethyl)pyrazol-4-sulfonamid ClC1=CNC2=C(C=CC=C12)NS(=O)(=O)C=1C=NN(C1)CC#N